C1(=CC=CC=C1)[B-](C1=CC=CC=C1)(C1=CC=CC=C1)C1=CC=CC=C1.C[PH+](C)C Trimethylphosphonium tetraphenylborat